N1(CC=CC=C1)[O-] 1(2H)-pyridinolate